methyl 1-(4-(4-acryloyl-3-(cyanomethyl)piperazin-1-yl)-2-(2-morpholinoethoxy)-5,6,7,8-tetrahydroquinazolin-7-yl)-1,2,3,4-tetrahydroquinoline-6-carboxylate C(C=C)(=O)N1C(CN(CC1)C1=NC(=NC=2CC(CCC12)N1CCCC2=CC(=CC=C12)C(=O)OC)OCCN1CCOCC1)CC#N